2,4-diphenyl-6-(2-hydroxy-4-propoxyphenyl)-s-triazine C1(=CC=CC=C1)C1=NC(=NC(=N1)C1=CC=CC=C1)C1=C(C=C(C=C1)OCCC)O